ClC=1C=NC=C(C1[C@@H](C)OC=1C=C2C(=NNC2=CC1OC)C=1C=NC(=C(C#N)C1)N1CC2(C1)CS(CCC2)(=O)=O)Cl (R)-5-(5-(1-(3,5-dichloropyridin-4-yl)ethoxy)-6-methoxy-1H-indazol-3-yl)-2-(6,6-dioxido-6-thia-2-azaspiro[3.5]nonan-2-yl)nicotinonitrile